(R)-(3-Methyl-1-(2-(5-phenyl-3-(3-(2-(4-phenylpiperazin-1-yl)ethoxy)phenyl)-1H-pyrazol-1-yl)acetamido)butyl)borate hydrochloride Cl.CC(C[C@H](NC(CN1N=C(C=C1C1=CC=CC=C1)C1=CC(=CC=C1)OCCN1CCN(CC1)C1=CC=CC=C1)=O)OB(O)O)C